methyl-6'-(pyrimidin-4-yloxy)-2'H-spiro[cyclohexane-1,3'-imidazo[1,5-a]pyridine]-1',5'-dione CN1C2(N3C(=CC=C(C3=O)OC3=NC=NC=C3)C1=O)CCCCC2